BrC=1C=CC(=C(C1)NC(C=C)=O)F N-(5-bromo-2-fluorophenyl)acrylamide